CC1(NC(CC(C1)OC(CCCCCCCCCCCCCCCC)=O)(C)C)C heptadecanoic acid 2,2,6,6-tetramethyl-piperidin-4-yl ester